methyl (R)-4-(3-benzyloxy-propyl)-piperazine-2-carboxylate C(C1=CC=CC=C1)OCCCN1C[C@@H](NCC1)C(=O)OC